1-(4-butyl-2-hydroxy-4-methylcyclohexyl)ethan-1-one C(CCC)C1(CC(C(CC1)C(C)=O)O)C